4-NITROPHENYLAMINOETHYLUREA [N+](=O)([O-])C1=CC=C(C=C1)NCCNC(=O)N